2-Amino-5-bromo-6-methoxypyridine NC1=NC(=C(C=C1)Br)OC